N1N=CC(=C1)C1=CC=C(C=C1)NC=1C2=C(N=C(N1)C=1C=C3CN(CC3=CC1)C(=O)C1CC(C1)(F)F)NC=C2 (5-(4-((4-(1H-pyrazol-4-yl)phenyl)amino)-7H-pyrrolo[2,3-d]pyrimidin-2-yl)isoindolin-2-yl)(3,3-difluorocyclobutyl)methanone